C1(=CC=CC=C1)P(=O)(C1=CC=CC=C1)C=1C=C(C=CC1)S(=O)(=O)[O-].[Na+] sodium 3-(diphenylphosphoryl)benzenesulfonate